diisodecylpentaerythritol diphosphite OP(O)OP(O)O.C(CCCCCCC(C)C)C(O)(C(CO)(CO)CO)CCCCCCCC(C)C